ethyl 2-(2-((5-(3-(aminomethyl)-2-fluorophenyl)-1-isopropyl-1H-indazol-3-yl)methoxy)phenyl)acetate NCC=1C(=C(C=CC1)C=1C=C2C(=NN(C2=CC1)C(C)C)COC1=C(C=CC=C1)CC(=O)OCC)F